4-(4-(4-fluorophenyl)-1-(3-methoxypropyl)-1H-imidazol-5-yl)-1H-pyrrolo[2,3-b]Pyridine FC1=CC=C(C=C1)C=1N=CN(C1C1=C2C(=NC=C1)NC=C2)CCCOC